ClC=1C=CC(=C(C1)CNC(C1=CC(=CC=C1)NC(C(C)(C)C)=O)=O)OC N-[(5-chloro-2-methoxy-phenyl)methyl]-3-(2,2-dimethylpropionylamino)benzamide